4-[3-(6-Methoxy-5-methyl-3-pyridyl)-1-methyl-pyrazol-4-yl]-6-methyl-1H-pyrazolo[3,4-b]pyridine COC1=C(C=C(C=N1)C1=NN(C=C1C1=C2C(=NC(=C1)C)NN=C2)C)C